2-tertiary Amyl-Anthraquinone C(C)(C)(CC)C1=CC=2C(C3=CC=CC=C3C(C2C=C1)=O)=O